OC1=C(C=C(C=C1C)C1(CCCCC1)C1=CC(=C(C(=C1)C)O)C)C 1,1-bis(4-hydroxy-3,5-dimethylphenyl)cyclohexane